N1C(=CC=C1)CCCCCCCC(=O)O 8-(1H-pyrrol-2-yl)octanoic acid